NC=1C=C(C(=C(C1)[C@@H](C)NC1=NC(=NC2=CC(=C(C=C12)NCC)C(=O)N1CCOCC1)C)F)C(F)F (R)-(4-((1-(5-amino-3-(difluoromethyl)-2-fluorophenyl)ethyl)amino)-6-(ethylamino)-2-methylquinazoline-7-yl)(morpholino)methanone